ethyl 2-oxo-7-[(trifluoromethyl)oxy]-1H-quinoline-3-carboxylate O=C1NC2=CC(=CC=C2C=C1C(=O)OCC)OC(F)(F)F